NC1=NC=CC(=C1)C=1C=C2C(=NC=NC2=CC1)C1=CC=C(C=C1)N1CCS(CC1)(=O)=O 4-(4-(6-(2-aminopyridin-4-yl)quinazolin-4-yl)phenyl)thiomorpholine 1,1-dioxide